C1(CC1)N1C=C(C(C2=CC(=C(C(=C12)OC)N1[C@H](CCC1)COC1=NC=CC=C1)F)=O)C(=O)O (R)-1-cyclopropyl-6-fluoro-8-methoxy-4-oxo-7-(2-((pyridin-2-yloxy)methyl)pyrrolidin-1-yl)-1,4-dihydroquinoline-3-carboxylic acid